OC1=C(C(N(C=C1)C)=O)NC(N[C@@H](CC(=O)OCC)C=1C=C(C=C(C1)OC)C1=C(C=CC=C1C)C)=O Ethyl (S)-3-(3-(4-Hydroxy-1-methyl-2-oxo-1,2-dihydropyridin-3-yl)ureido)-3-(5-methoxy-2',6'-dimethylbiphenyl-3-yl)propanoat